S1C(=NC2=C1C=CC=C2)NC(=O)C=2C=CC=C1CCN(CC21)C2=CC=C(C(=N2)C(=O)OC(C)(C)C)C=2C(=C(C=CC2)CCCCN2CCN(CC2)CC(=O)O)C 2-[4-[4-[3-[6-[8-(1,3-Benzothiazol-2-ylcarbamoyl)-3,4-dihydro-1H-isoquinolin-2-yl]-2-tert-butoxycarbonyl-3-pyridyl]-2-methyl-phenyl]butyl]piperazin-1-yl]acetic acid